R-(1-(3-fluoro-5-((quinoxalin-6-ylmethyl)amino)pyridin-4-yl)pyrrolidin-3-yl)carbamate FC=1C=NC=C(C1N1C[C@@H](CC1)NC([O-])=O)NCC=1C=C2N=CC=NC2=CC1